[3-[7-(7-Fluoro-1,4,4,9-tetramethyl-5H-[1,2,4]triazolo[4,3-a]quinoxalin-8-yl)-1H-indol-3-yl]-1,1-dimethyl-prop-2-ynyl]-amine FC=1C=C2NC(C=3N(C2=C(C1C=1C=CC=C2C(=CNC12)C#CC(C)(C)N)C)C(=NN3)C)(C)C